[4-methyl-5-(trifluoromethyl)-1,3-thiazol-2-yl]propenamide CC=1N=C(SC1C(F)(F)F)C(C(=O)N)=C